OCC1CN(CC1)C(C)=O 1-[3-(hydroxymethyl)pyrrolidin-1-yl]ethan-1-one